7-Methyl-3-oxo-4-(trifluoromethyl)-3,5,6,7-tetrahydro-2H-cyclopenta[c]pyridazine-7-carboxylic acid ethyl ester C(C)OC(=O)C1(CCC=2C1=NNC(C2C(F)(F)F)=O)C